9'-(1,1'-biphenyl-4-yl)-9H,9'H-3,3'-bicarbazole C1(=CC=C(C=C1)N1C2=CC=CC=C2C=2C=C(C=CC12)C=1C=CC=2NC3=CC=CC=C3C2C1)C1=CC=CC=C1